2'-{[(2S)-1,4-Dioxacyclohexan-2-yl]methyl}-8'-methyl-2',5'-dihydrospiro[cyclobutane-1,4'-furo[2,3-g]indazole]-7'-carboxylic acid ethyl ester C(C)OC(=O)C1=C(C2=C(CC3(C4=CN(N=C24)C[C@@H]2OCCOC2)CCC3)O1)C